Cl.COC1=C(CN)C=CC(=C1)OC 2,4-dimethoxybenzylamine hydrochloride